N1CC(C1)[C@@H]1CN(CCC1)CCO[Si](C1=CC=CC=C1)(C1=CC=CC=C1)C(C)(C)C (R)-3-(azetidin-3-yl)-1-(2-((tert-butyldiphenylsilyl)oxy)ethyl)piperidine